CN1N=C(C(=C1)C=1C=CC=C2C(=NC=NC12)N[C@H](CN1CCN(CC1)S(=O)(=O)C=1C=NC(=CC1)C)C)C(F)(F)F 8-[1-methyl-3-(trifluoromethyl)-1H-pyrazol-4-yl]-N-[(2S)-1-{4-[(6-methylpyridin-3-yl)sulfonyl]piperazin-1-yl}propan-2-yl]quinazolin-4-amine